BrC1CC=CCC1Br 4,5-dibromocyclohex-1-ene